FC=1C=C(C=NC1)C=1C(C(=CN(C1)C(C)C)C(=O)N)=O 5-(5-fluoropyridin-3-yl)-1-isopropyl-4-oxo-1,4-dihydropyridine-3-carboxamide